13,16-Dihydroxy-tetracos-18-enoic acid OC(CCCCCCCCCCCC(=O)O)CCC(CC=CCCCCC)O